BrC1=NN2C(N(C(=C(C2=O)N2C(C(NC(C2([2H])[2H])([2H])[2H])([2H])[2H])([2H])[2H])CC)CC(=O)NC2=C(C=C(C=C2)C(F)(F)F)Cl)=N1 2-(2-bromo-5-ethyl-7-oxo-6-(piperazin-1-yl-2,2,3,3,5,5,6,6-d8)-[1,2,4]triazolo[1,5-a]pyrimidin-4(7H)-yl)-N-(2-chloro-4-(trifluoromethyl)phenyl)acetamide